8-methyl-6-(trifluoromethyl)imidazo[1,2-a]pyridine-2-carboxylic acid CC=1C=2N(C=C(C1)C(F)(F)F)C=C(N2)C(=O)O